3-(4-(4-Chlorophenyl)thiazol-2-yl)-7-nitro-2-(trifluoromethyl)quinazolin-4(3H)-one ClC1=CC=C(C=C1)C=1N=C(SC1)N1C(=NC2=CC(=CC=C2C1=O)[N+](=O)[O-])C(F)(F)F